[Li].CN(C)N([SiH](C)C)N(C)C bis(dimethylamino)dimethylsilylamine lithium salt